2-(4-chlorobenzyl)-6-(2-(2-methyl-5-oxopyrrolidin-1-yl)pyrimidin-5-yl)pyridazin-3(2H)-one ClC1=CC=C(CN2N=C(C=CC2=O)C=2C=NC(=NC2)N2C(CCC2=O)C)C=C1